FC(CN1N=CC(=C1)C1=NC=CC(=N1)N(C1=CC(=C(C=N1)C1=NC=C(C=C1)OC1CCN(CC1)C)N)C1CCC(CC1)F)F N6'-(2-(1-(2,2-Difluoroethyl)-1H-pyrazol-4-yl)pyrimidin-4-yl)-N6'-(4-fluorocyclohexyl)-5-((1-methylpiperidin-4-yl)oxy)-[2,3'-bipyridine]-4',6'-diamine